7-(2-chloro-6-fluoro-phenyl)-3-(4-isoquinolinyl)-1H-quinazoline-2,4-dione ClC1=C(C(=CC=C1)F)C1=CC=C2C(N(C(NC2=C1)=O)C1=CN=CC2=CC=CC=C12)=O